L-2-chloroanthracene ClC1=CC2=CC3=CC=CC=C3C=C2C=C1